(3R,4R,5S,6R)-2-[7-chloro-6-(4-cyclopropylbenzyl)-2,3-dihydrobenzofuran-4-yl]-6-(hydroxymethyl)tetrahydro-2H-pyran-3,4,5-triol ClC1=C(C=C(C=2CCOC21)C2O[C@@H]([C@H]([C@@H]([C@H]2O)O)O)CO)CC2=CC=C(C=C2)C2CC2